rac-(1r,2r,4s,5r,6s)-6-hydroxy-4-(1-methyl-3-(trifluoromethyl)-1H-pyrazol-4-yl)-N-(3-(trifluoromethyl)phenyl)-8-oxatricyclo[3.2.1.02,4]octane-2-carboxamide O[C@@H]1[C@H]2[C@@]3(C[C@@]3([C@@H](C1)O2)C(=O)NC2=CC(=CC=C2)C(F)(F)F)C=2C(=NN(C2)C)C(F)(F)F |r|